3-chlorobenzo[b]thiophene ClC=1C2=C(SC1)C=CC=C2